C(C=C)(=O)OCCC(C)C.C(C=C)(=O)OCCC(C)C.C(C=C)(=O)OCCC(C)C.C(C=C)(=O)OCCC(C)C tetra-isoamyl tetraacrylate